3-bipyridyl-2-yl-urea N1C(C=CC=C1)(C1=NC=CC=C1)NC(N)=O